2-((3-(2-(diisopropylamino)ethyl)-1H-indol-4-yl)oxy)-6-(hydroxymethyl)tetrahydro-2H-pyran-3,4,5-triol C(C)(C)N(CCC1=CNC2=CC=CC(=C12)OC1OC(C(C(C1O)O)O)CO)C(C)C